(3-((4-methoxybenzyl)oxy)isoxazol-5-yl)methanol COC1=CC=C(COC2=NOC(=C2)CO)C=C1